C(C1=CC=CC=C1)N1CC2(CCN(C2)C(=O)N2CC(C3=NC(=CC=C32)C)(C)C)CC1 (7-benzyl-2,7-diazaspiro[4.4]nonan-2-yl)(3,3,5-trimethyl-2,3-dihydro-1H-pyrrolo[3,2-b]pyridin-1-yl)methanone